1-phenyl-1-formamidoethylene C1(=CC=CC=C1)C(=C)NC=O